FC1=C(CN2N=C(C=C2)C2=CC=CC(=N2)C(CS(=O)(=O)N(CC2=CC=C(C=C2)OC)CC2=CC=C(C=C2)OC)(CC)O)C=C(C=C1)OC(F)(F)F 2-(6-(1-(2-fluoro-5-(trifluoromethoxy)benzyl)-1H-pyrazol-3-yl)pyridin-2-yl)-2-hydroxy-N,N-bis(4-methoxybenzyl)butane-1-sulfonamide